(S)-3-(2-methoxy-4-(3-(2-methylpyrrolidin-1-yl)propoxy)phenyl)-2-methyl-6-(pentafluorosulfanyl)quinazolin-4(3H)-one COC1=C(C=CC(=C1)OCCCN1[C@H](CCC1)C)N1C(=NC2=CC=C(C=C2C1=O)S(F)(F)(F)(F)F)C